4-[3-(2-chloro-4-dimethylphosphoryl-phenyl)-1,4-oxazepan-4-yl]-6-methyl-pyrimidin-2-amine ClC1=C(C=CC(=C1)P(=O)(C)C)C1COCCCN1C1=NC(=NC(=C1)C)N